5-bromo-2-chloro-1H-pyrrolo[2,3-b]pyridine BrC=1C=C2C(=NC1)NC(=C2)Cl